FC1(CN(C1)C1=CC=CC(=N1)CN1N=NC(=C1)N1C(N=CC2=C1C=CS2)NCC2=CC=C(C=C2)OC)F 1-(((6-(3,3-difluoroazetidin-1-yl)pyridin-2-yl)methyl)-1H-1,2,3-triazol-4-yl)-N-(4-methoxybenzyl)thieno[3,2-d]pyrimidin-2-amine